N'-(2-ethyl-4-hydroxy-phenyl)-6-(6-methoxy-4-methyl-3-pyridyl)-4-(tetrahydrothiophen-3-ylamino)pyrrolo[1,2-b]pyridazine-3-carboxamidine C(C)C1=C(C=CC(=C1)O)N=C(N)C1=C(C=2N(N=C1)C=C(C2)C=2C=NC(=CC2C)OC)NC2CSCC2